phosphonoglycine P(=O)(O)(O)NCC(=O)O